3-(4-(3-((6-chloronaphthalen-2-yl)oxy)-2-hydroxypropyl)piperazin-1-yl)-5-(trifluoromethyl)pyridin-2-ol ClC=1C=C2C=CC(=CC2=CC1)OCC(CN1CCN(CC1)C=1C(=NC=C(C1)C(F)(F)F)O)O